O1CCCC2=CC(=CC=C12)NC1=NC=C(C(=N1)N1C=C(C=C1)C(=O)NC(CO)C1=CC=CC=C1)C 1-(2-(chroman-6-ylamino)-5-methyl-pyrimidin-4-yl)-N-(2-hydroxy-1-phenylethyl)-1H-pyrrole-3-carboxamide